6-(3,4-Dichloro-phenyl)-pyrimidine-4-carboxylic acid pyrimidin-5-ylamide N1=CN=CC(=C1)NC(=O)C1=NC=NC(=C1)C1=CC(=C(C=C1)Cl)Cl